FC1=C(C(=O)O)C(=C(C=C1F)F)F 2,3,5,6-tetrafluorobenzoic acid